aluminum n-heptanol C(CCCCCC)O.[Al]